2-chloro-4-fluoro-1-nitro-3-(trifluoromethyl)benzene ClC1=C(C=CC(=C1C(F)(F)F)F)[N+](=O)[O-]